C(C)N1C=C(C=C1)C(=O)NCC1=NC(=NO1)C=1N(C2=CC=CC(=C2C1)N[C@@H]1[C@@H](CN(CC1)C)F)CC(F)(F)F 1-ethyl-N-{[3-(4-{[(3R,4S)-3-fluoro-1-methylpiperidin-4-yl]amino}-1-(2,2,2-trifluoroethyl)-1H-indol-2-yl)-1,2,4-oxadiazol-5-yl]methyl}-1H-pyrrole-3-carboxamide